3-pentyliminopropyl propionate C(CC)(=O)OCCC=NCCCCC